2-Chloro-N-[1-(4-chlorophenyl)-1H-indazol-4-yl]-5-([(cyclopentylcarbonyl)amino]methyl)benzamide ClC1=C(C(=O)NC2=C3C=NN(C3=CC=C2)C2=CC=C(C=C2)Cl)C=C(C=C1)CNC(=O)C1CCCC1